triethoxymethyl-silane ethyl-(1S,3S,5R)-5-((3-(dimethylamino)propoxy)methyl)-2-azabicyclo[3.1.0]hexane-3-carboxylate hydrochloride Cl.C(C)OC(=O)[C@H]1N[C@H]2C[C@]2(C1)COCCCN(C)C.C(C)OC(OCC)(OCC)[SiH3]